(S)-N-((3-(3-fluoro-4-morpholinophenyl)-2-oxooxazolidin-5-yl)methyl)-4-hydroxy-3-(hydroxymethyl)benzamide FC=1C=C(C=CC1N1CCOCC1)N1C(O[C@H](C1)CNC(C1=CC(=C(C=C1)O)CO)=O)=O